C(#N)C=1N=C2C(=CC(N(C2=CC1)C)=O)N(C=1C=C(C=CC1)C1=CC=C(C=C1)C(=O)N(C)C)CC1CC1 3'-((6-cyano-1-methyl-2-oxo-1,2-dihydro-1,5-naphthyridin-4-yl)(cyclopropylmethyl)amino)-N,N-dimethyl-[1,1'-biphenyl]-4-carboxamide